ClC1=C(C=CC=C1OC)C(=O)N1C[C@H]2CO[C@@](CN2CC1)(C1=CC(=CC=C1)C(F)(F)F)O (2-chloro-3-methoxyphenyl)((3R,9aS)-3-hydroxy-3-(3-(trifluoromethyl)phenyl)hexahydropyrazino[2,1-c][1,4]oxazin-8(1H)-yl)methanone